[4'-(1-naphthyl)biphenyl-4-yl]diphenylamine C1(=CC=CC2=CC=CC=C12)C1=CC=C(C=C1)C1=CC=C(C=C1)N(C1=CC=CC=C1)C1=CC=CC=C1